N,N'-bis(4-aminophenyl)-1,4-benzoquinonediimine NC1=CC=C(C=C1)N=C1C(C=CC(C1=NC1=CC=C(C=C1)N)=O)=O